(S)-2-Cyclopropyl-N4-(1-methyl-3-(5-methylpyridin-3-yl)-1H-pyrazol-5-yl)-N1-((S)-11-oxo-2,3,10,11-tetrahydro-1H,5H-benzo[d]pyrazolo[1,2-a][1,2]diazepin-10-yl)succinamid C1(CC1)[C@@H](C(=O)N[C@H]1C2=C(CN3N(C1=O)CCC3)C=CC=C2)CC(=O)NC2=CC(=NN2C)C=2C=NC=C(C2)C